C(CCC)C1=CC=C(C=C1)Br p-butyl-bromobenzene